(S)-quinuclidin-3-yl (5-(4-(tert-butyl)phenyl)-2,2-diethyl-2,3-dihydro-1H-inden-1-yl)carbamate C(C)(C)(C)C1=CC=C(C=C1)C=1C=C2CC(C(C2=CC1)NC(O[C@@H]1CN2CCC1CC2)=O)(CC)CC